tert-butyl 2-morpholinoacetate O1CCN(CC1)CC(=O)OC(C)(C)C